2-(tetrahydro-2H-pyran-4-yl)ethanamine O1CCC(CC1)CCN